CO[Hf](OC)(OC)OC Tetramethoxyhafnium